C(=O)O.C12N(CC(NC1)C2)C=2C=1N(C=C(C2)S(=O)(=O)NC2(CC2)C)C(=NC1Cl)C=1SC(=NN1)C(F)F 8-(2,5-diazabicyclo[2.2.1]heptan-2-yl)-1-chloro-3-(5-(difluoromethyl)-1,3,4-thiadiazol-2-yl)-N-(1-methylcyclopropyl)imidazo[1,5-a]pyridine-6-sulfonamide formate